C(C)OC(=O)C=1N=C2N(C=CC(=C2)CC#N)C1 7-(cyanomethyl)imidazo[1,2-a]pyridine-2-carboxylic acid ethyl ester